(1R,2S,5S)-3-(2-cyclohexylacetyl)-N-((S)-1-hydroxy-3-((S)-2-oxopyrrolidin-3-yl)propan-2-yl)-6,6-dimethyl-3-azabicyclo[3.1.0]hexane-2-carboxamide C1(CCCCC1)CC(=O)N1[C@@H]([C@H]2C([C@H]2C1)(C)C)C(=O)N[C@H](CO)C[C@H]1C(NCC1)=O